C(C)OC1=C(C=CC(=C1)C)S(=O)(=O)N 2-ethoxy-4-methylbenzenesulfonamide